(2S)-6-(1-{[(tert-butoxy)carbonyl]amino}-3,6,9,12-tetraoxapentadecan-15-amido)-2-({[(9H-fluoren-9-yl)methoxy]carbonyl}amino)hexanoic acid C(C)(C)(C)OC(=O)NCCOCCOCCOCCOCCC(=O)NCCCC[C@@H](C(=O)O)NC(=O)OCC1C2=CC=CC=C2C=2C=CC=CC12